Methyl (S)-2-(aminomethyl)-1-((oxetan-2-yl) methyl)-1H-benzo[d]imidazole-6-carboxylate NCC1=NC2=C(N1C[C@H]1OCC1)C=C(C=C2)C(=O)OC